ClC1=NC(=CC=C1C(=O)/C(/C(=O)OCC)=C/OCC)Cl Ethyl (2Z)-2-[(2,6-dichloropyridin-3-yl)carbonyl]-3-ethoxyacrylate